7-(4-(4-benzoylpiperazin-1-yl)butoxy)-2-(3,4-dimethoxyphenyl)-5-hydroxy-6-methoxy-4H-chromen-4-one C(C1=CC=CC=C1)(=O)N1CCN(CC1)CCCCOC1=C(C(=C2C(C=C(OC2=C1)C1=CC(=C(C=C1)OC)OC)=O)O)OC